C(C)N(CCC1=CNC2=CC=CC=C12)CC N,N-diethyl-2-(1H-indol-3-yl)ethan-1-amine